3-(((7-(2-Aminopyrimidin-4-yl)-2,3-dihydrofuro[3,2-c]pyridin-4-yl)amino)methyl)-N-cyclopropylbenzamide NC1=NC=CC(=N1)C=1C2=C(C(=NC1)NCC=1C=C(C(=O)NC3CC3)C=CC1)CCO2